tert-butyl 6-bromo-2,2-difluoro-hexanoate BrCCCCC(C(=O)OC(C)(C)C)(F)F